N[C@](COC1=C(C=C(C=N1)C1=CC(=NC=C1)NC(OC)=O)C(F)F)(CC(C)C)C (S)-methyl (6-((2-amino-2,4-dimethylpentyl)oxy)-5-(difluoromethyl)-[3,4'-bipyridin]-2'-yl)carbamate